tert-butyl 4-((6-(2-allyl-6-((1-methyl-1H-indazol-5-yl)amino)-3-oxo-2,3-dihydro-1H-pyrazolo[3,4-d]pyrimidin-1-yl)pyridin-2-yl)oxy)azepane-1-carboxylate C(C=C)N1N(C2=NC(=NC=C2C1=O)NC=1C=C2C=NN(C2=CC1)C)C1=CC=CC(=N1)OC1CCN(CCC1)C(=O)OC(C)(C)C